benzyl N-[(2R)-7-[2-[6-chloro-1-(cyclopropylmethyl)pyrrolo[2,3-b]pyridin-2-yl]-5-methoxy-3-methyl-imidazo[1,2-a]pyridine-7-carbonyl]-7-azabicyclo[2.2.1]heptan-2-yl]carbamate ClC1=CC=C2C(=N1)N(C(=C2)C=2N=C1N(C(=CC(=C1)C(=O)N1C3[C@@H](CC1CC3)NC(OCC3=CC=CC=C3)=O)OC)C2C)CC2CC2